3-chloro-1-phenyl-2-diethoxyphosphinylsulfanyl-(phospholine)-1-sulfide ClC=1C=C(C=CC1)P1(C(=CCC1)SP(=O)(OCC)OCC)=S